[Pt+2].C(C(O)C)(=O)[O-].C(CN)N.C(CN)N.C(C(O)C)(=O)[O-] bis(ethylenediamine) lactate platinum